FC=1C=C(CC=2C=C3C(=NNC3=CC2)NC(C2=C(C=C(C=C2)N2CCN(CC2)C)NC2CCOCC2)=O)C=C(C1)F N-[5-(3,5-difluorobenzyl)-1H-indazol-3-yl]-4-(4-methyl-piperazin-1-yl)-2-(tetrahydro-2H-pyran-4-ylamino)-benzamide